5-bromo-3-(trifluoromethyl)benzo[d]isoxazole BrC=1C=CC2=C(C(=NO2)C(F)(F)F)C1